FC=1C=CC2=C(N=C(O2)[C@H]2N(CCC3=C2N=CN3)C(=O)C3=C(N=C(O3)C=3N=CN(C3)C)C(F)(F)F)C1 (S)-(4-(5-fluorobenzo[d]oxazol-2-yl)-6,7-dihydro-1H-imidazo[4,5-c]pyridin-5(4H)-yl)(2-(1-methyl-1H-imidazol-4-yl)-4-(trifluoromethyl)oxazol-5-yl)methanone